Cl.FC=1C=C(C=C(C1)C=1C=NN(C1)C=1C=NC(=CC1)C(F)(F)F)CN (3-Fluoro-5-(1-(6-(trifluoromethyl)pyridin-3-yl)-1H-pyrazol-4-yl)phenyl)methylamine, hydrochloride